ClC=1C(=C(C=CC1OCC1(CC1)F)NC=1C2=C(N=CN1)C=CC(=N2)N2CCNC1(CC1)C2)F N-[3-chloro-2-fluoro-4-[(1-fluorocyclopropyl)methoxy]phenyl]-6-(4,7-diazaspiro[2.5]octan-7-yl)pyrido[3,2-d]pyrimidin-4-amine